N(=C=S)CC1=NOC=C1 3-(isothiocyanatomethyl)isoxazole